BrC=1C2=CN(N=C2C(=CC1)OC)C([2H])([2H])[2H] 4-bromo-7-methoxy-2-(methyl-d3)-2H-indazole